piperazinyl-carboxylate N1(CCNCC1)C(=O)[O-]